OC=1C=C2C=C(NC2=CC1)C[C@H](N)C(=O)O 5-Hydroxy-beta-indolylalanine